(S)-1-(2-chloropyrimidin-4-yl)pyrrolidin-3-ol ClC1=NC=CC(=N1)N1C[C@H](CC1)O